BrC1=CC=2C(OCC3=CC(=NC=C3C3=CC=C(C(NS(C(=C1OC)C2)(=O)=O)=C3)C3CC3)C(F)(F)F)=O 13-bromo-19-cyclopropyl-14-methoxy-16,16-dioxo-5-(trifluoromethyl)-9-oxa-16λ6-thia-4,17-diazatetracyclo[16.3.1.111,15.02,7]tricosa-1(21),2,4,6,11(23),12,14,18(22),19-nonaen-10-one